2-(3-methylbut-2-enyl)cyclohexanecarbaldehyde CC(=CCC1C(CCCC1)C=O)C